ClC=1C=C2N=CC(=NC2=CC1)OC1=CC=C(OC(C(=O)O)C)C=C1 2-[4-[(6-chloro-2-quinoxalinyl)-oxy]phenoxy]propanoic acid